4-((5-(PYRIDIN-2-YL)-4H-1,2,4-TRIAZOL-3-YL)METHYL)-2H-BENZO[B][1,4]THIAZIN-3(4H)-ONE N1=C(C=CC=C1)C=1NC(=NN1)CN1C2=C(SCC1=O)C=CC=C2